FC1=C(OC2=C(C=C(C=C2)NS(=O)(=O)CC(F)(F)F)C2=CC(=NC(=C2)C)C)C=CC(=C1)F 4-(2-(2,4-difluorophenoxy)-5-((2,2,2-trifluoroethyl)sulfonylamino)phenyl)-2,6-dimethylpyridine